(S)-2'-bromo-2-(1-((trimethylsilyl)methyl)-1H-1,2,3-triazol-4-yl)-4',5'-dihydrospiro[piperidine-4,7'-thieno[2,3-c]pyran] BrC1=CC2=C([C@@]3(OCC2)CC(NCC3)C=3N=NN(C3)C[Si](C)(C)C)S1